palladium (II) mesylate S(C)(=O)(=O)[O-].[Pd+2].S(C)(=O)(=O)[O-]